(S)-5-(4-(1-((5-(3-fluoropyridin-4-yl)thiazolo[5,4-b]pyridin-2-yl)oxy)ethyl)piperidin-1-yl)-3-isopropyl-1,2,4-oxadiazole FC=1C=NC=CC1C1=CC=C2C(=N1)SC(=N2)O[C@@H](C)C2CCN(CC2)C2=NC(=NO2)C(C)C